C1(=C(C=C(C=C1)C)C)C1=CC(=C(C(=C1OCCCCCCCC)C1=C(C=C(C=C1)C)C)O)C1=NC=NC=N1 4,6-bis(2,4-xylyl)-2-(1,3,5-triazinyl)5-octyloxyphenol